C(C)(C)N(P(OCCC#N)OCCN(C)CCP(=O)(OC)OC)C(C)C Cyanoethyl (2-((2-(dimethoxyphosphoryl)ethyl)(methyl)amino)ethyl) diisopropylphosphoramidite